C(CCCCCC)OC1=C2SC=CC2=C(C=2SC=CC21)N(C2=CC=CC=C2)C2=CC=C(C=C2)[N+](=O)[O-] 8-(heptyloxy)-N-(4-nitrophenyl)-N-phenylbenzo[1,2-b:4,5-b']dithiophene-4-amine